tert-butyl 3-(5-bromo-2-oxo-1,2-dihydroacenaphthylen-1-yl)-2,6-dioxo-3,6-dihydropyrimidine-1(2H)-carboxylate BrC1=CC=C2C(C(C=3C=CC=C1C32)N3C(N(C(C=C3)=O)C(=O)OC(C)(C)C)=O)=O